COC1=CC=C(C=C1)C(=CO[C@@H](C(=O)OCC\C=C/CC)C)C |r| (±)-(Z)-hex-3-en-1-yl 2-((2-(4-methoxyphenyl)prop-1-en-1-yl)oxy)propanoate